4-methyl-2,4-dimethyl-N-((6-methyl-4-(methylthio)-2-oxo-1,2-dihydropyridin-3-yl)methyl)benzo[d][1,3]dioxole-5-carboxamide CC1(C(=CC=C2OC(OC21)C)C(=O)NCC=2C(NC(=CC2SC)C)=O)C